FC(C(=O)O)(F)F.C[C@@]12[C@H](CC[C@H]1[C@@H]1CCC3=CC(CCC3=C1CC2)=O)OCCCCCCN2CCNCC2 (8S,13S,14S,17S)-13-methyl-17-((6-(piperazin-1-yl)hexyl)oxy)-1,2,6,7,8,11,12,13,14,15,16,17-dodecahydro-3H-cyclopenta[a]phenanthren-3-one trifluoroacetate